tert-butyl (8S,11S,17S)-13-methyl-12,19-dioxo-18-oxa-7,10,13,20,27-pentazapentacyclo[15.7.1.12,6.18,11.021,25]heptacosa-1(24),2,4,6(27),21(25),22-hexaene-10-carboxylate CN1C([C@H]2N(C[C@@H](NC=3C=CC=C(C4=CC=CC=5NC(O[C@@H](CCC1)C45)=O)N3)C2)C(=O)OC(C)(C)C)=O